(4,6-2H2)pyrimidin-2-amine N1=C(N=C(C=C1[2H])[2H])N